ClC=1N=C(C2=C(N1)N(C=C2)[C@H]2[C@@H]([C@@H]([C@@H](O2)C(OC)P(O)(O)=O)O)O)N[C@H]2CNCC2 [(2R,3S,4R,5R)-5-[2-chloro-4-[[(3R)-pyrrolidin-3-yl]amino]-pyrrolo[2,3-d]pyrimidin-7-yl]-3,4-dihydroxy-tetrahydrofuran-2-yl]-methoxymethylphosphonic acid